COC1=NC(=CC=C1S(=O)(=O)N(C)C)NC1=NNC2=CC(=CC=C12)[C@@H]1C[C@@]12C(NC1=CC=C(C=C21)OC)=O methoxy-6-({6-[(1R,2S)-5'-methoxy-2'-oxo-1',2'-dihydrospiro[cyclopropan-1,3'-indol]-2-yl]-1H-indazol-3-yl}amino)-N,N-dimethylpyridine-3-sulfonamide